ClC1=NC=C(C(=O)O)C(=C1F)NC1=C(C(=CC=C1)C1=NN(C=N1)C)OC 6-Chloro-5-fluoro-4-((2-methoxy-3-(1-methyl-1H-1,2,4-triazol-3-yl)phenyl)amino)nicotinic acid